2-bromopyridin-4-carboxamide BrC1=NC=CC(=C1)C(=O)N